aluminum tris(hexylacetoacetate) C(CCCCC)CC(CC(=O)[O-])=O.C(CCCCC)CC(CC(=O)[O-])=O.C(CCCCC)CC(CC(=O)[O-])=O.[Al+3]